di-sulfonyl-hydrazinium S(=O)(=O)=N[NH+]=S(=O)=O